C(C)(C)(C)OC(=O)O[C@@H]1[C@H]([C@H](N(C1)C(=O)OC(C)(C)C)CC1=CC=C(C=C1)OC)OC(CCC=1N=COC1)=O tert-butyl (2R,3S,4S)-4-[(tert-butoxycarbonyl)oxy]-2-[(4-methoxyphenyl) methyl]-3-{[3-(1,3-oxazol-4-yl)propanoyl]oxy}pyrrolidine-1-carboxylate